COCC1(OC(C(O1)C)C)C 2-methoxymethyl-2,4,5-trimethyl-1,3-dioxolane